N1C[C@H](CCC1)C1=CC=C(C=C1)NC(C1=CC=C(C=C1)CCC)=O |r| (RS)-N-(4-Piperidin-3-yl-phenyl)-4-propyl-benzamide